C1(CCCCC1)C1=NC(=CC2=C1N=CN(C2=O)[C@H](CO)C)C2=NC=C(C=C2)C(F)(F)F (S)-8-cyclohexyl-3-(1-hydroxy-prop-2-yl)-6-(5-(trifluoromethyl)pyridin-2-yl)pyrido[3,4-d]pyrimidin-4(3H)-one